2,2'-azobis(2-methylpropaneamidine) N(=NC(C(=N)N)(C)C)C(C(=N)N)(C)C